boric acid tri-m-toluate C1(=CC(=CC=C1)C(=O)O)C.C1(=CC(=CC=C1)C(=O)O)C.C1(=CC(=CC=C1)C(=O)O)C.B(O)(O)O